(S)-3-(3-(4-hydroxy-1,5-dimethyl-2-oxo-1,2-dihydropyridin-3-yl)ureido)-3-(6-methylbiphenyl-3-yl)propanoic acid ethyl ester C(C)OC(C[C@@H](C=1C=C(C(=CC1)C)C1=CC=CC=C1)NC(=O)NC=1C(N(C=C(C1O)C)C)=O)=O